5-(4-(4-ethylpiperazin-1-yl)-6-morpholino-1,3,5-triazin-2-yl)benzo[d]oxazol-2-amine C(C)N1CCN(CC1)C1=NC(=NC(=N1)N1CCOCC1)C=1C=CC2=C(N=C(O2)N)C1